O=C1NC(CC[C@@H]1N1C(C2=CC=C(C=C2C1)O[C@@H]1[C@@H](CCCC1)NCC1CC(C1)(C#N)C)=O)=O (1S,3s)-3-((((1R,2S)-2-((2-(2,6-dioxopiperidin-3-yl)-1-oxoisoindolin-5-yl)oxy)cyclohexyl)amino)methyl)-1-methylcyclobutane-1-carbonitrile